ethyl 3-(2-methylsulfonylpyridin-4-yl)-3-oxo-propionate CS(=O)(=O)C1=NC=CC(=C1)C(CC(=O)OCC)=O